N-Methoxysuccinyl-L-Alanyl-L-Alanyl-L-Prolyl-L-Valine CON([C@@H](C)C(=O)N[C@@H](C)C(=O)N1[C@@H](CCC1)C(=O)N[C@@H](C(C)C)C(=O)O)C(CCC(=O)O)=O